C1CCCC2=CC=3CCCCC3C=C12 1,2,3,4,5,6,7,8-octahydroanthracene